FC(C1=C(C=CC=C1)C1CCN(CC1)C(=O)C1=NN=C2N1CCN(C2)C(C)=O)(F)F 1-(3-(4-(2-(trifluoromethyl)phenyl)piperidine-1-carbonyl)-5,6-dihydro-[1,2,4]triazolo[4,3-a]pyrazin-7(8H)-yl)ethan-1-one